O1-[[2,2-dimethyl-5-[[8-(1-methyldecoxy)-8-oxo-octanoyl]oxymethyl]-1,3-dioxan-5-yl]methyl] O8-(1-methyldecyl) octanedioate C(CCCCCCC(=O)OC(CCCCCCCCC)C)(=O)OCC1(COC(OC1)(C)C)COC(CCCCCCC(=O)OC(CCCCCCCCC)C)=O